(S)-tert-butyl (1-(((6-(4-methoxyphenyl)-7-oxo-2,3-diphenyl-4,7-dihydropyrazolo[1,5-a]pyrimidin-5-yl)methyl)amino)-3-methyl-1-oxobutan-2-yl)carbamate COC1=CC=C(C=C1)C1=C(NC=2N(C1=O)N=C(C2C2=CC=CC=C2)C2=CC=CC=C2)CNC([C@H](C(C)C)NC(OC(C)(C)C)=O)=O